C(#N)C(COOCC)NC(C1=CC=C(C=C1)C(F)(F)F)=O N-(1-cyano-2-ethylperoxyethyl)-4-trifluoromethylbenzamide